N,N-di-n-propyl-N-(heptenyl)amine C(CC)N(C=CCCCCC)CCC